C1(CC1)N1C([C@@]2(N[C@H](C1)C2)C)=O (1R,5S)-3-cyclopropyl-1-methyl-3,6-diazabicyclo[3.1.1]heptan-2-one